NC1=NC=2CCC(C(C2C=C1)O)[C@H]1N2C(C3=CC=CC=C13)=CN=C2 2-Amino-6-((R)-5H-imidazo[5,1-a]isoindol-5-yl)-5,6,7,8-tetrahydrochinolin-5-ol